N,N'-bis(2-aminoethyl)-piperazine NCCN1CCN(CC1)CCN